(2-hydroxyethyl)iminodiacetic acid OCCN(CC(=O)O)CC(=O)O